N[C@@H](C)C1(CC1)C1=C(C=2N=C(N=C(C2S1)NCC=1OC=CC1)Cl)SC 6-[(S)-(1-(1-aminoethyl)cyclopropyl)]-2-chloro-N-[(furan-2-yl)methyl]-7-methylthiothieno[3,2-d]pyrimidin-4-amine